[Cl-].C(C1=CC=CC=C1)[N+](CCCCCCCCCCCCCCCCC)(C)C Benzyl-dimethyl-heptadecyl-ammonium chloride